[Cl-].COC1=C(C=CC(=C1)O)[I+]C1=CC=CC=C1 (2-methoxy-4-hydroxyphenyl)phenyliodonium chloride